C(C)(C)(C)OC(=O)NCCCCN[C@@H]1C[C@H](CC1)NC1=NC=C(C(=N1)C1=CNC2=C(C(=CC=C12)C(=O)OC)Cl)C(F)(F)F methyl 3-(2-(((1s,3s)-3-((4-((tert-butoxycarbonyl) amino) butyl) amino) cyclopentyl) amino)-5-(trifluoromethyl) pyrimidin-4-yl)-7-chloro-1H-indole-6-carboxylate